FC1=CC2=C(CN(CCC2)C2=CC(=C(C(=C2)C)NC(CC(C)(C)C)=O)C)C=C1F N-(4-(7,8-difluoro-1,3,4,5-tetrahydro-2H-benzo[c]azepin-2-yl)-2,6-dimethylphenyl)-3,3-dimethylbutanamide